perfluoro(2-butyltetrahydrofuran) FC1(OC(C(C1(F)F)(F)F)(F)F)C(C(C(C(F)(F)F)(F)F)(F)F)(F)F